FC1=CC=C2C=CC(OC2=C1)=N 7-fluoro-2-imino-2H-chromen